C(=O)(OC(C)(C)C)N[C@@H](CC1=CNC=N1)C(=O)O Nalpha-Boc-L-histidine